C(CCCC)S(=O)(=O)OC1=C(C=CC=C1)NC(=O)NC1=C(C=CC=C1)OS(=O)(=O)CCCCC N,N'-di-[2-(pentanesulfonyloxy)phenyl]urea